2-(2-((5-(3-(aminomethyl)phenyl)benzofuran-3-yl)methoxy)-4-cyanophenyl)acetic acid NCC=1C=C(C=CC1)C=1C=CC2=C(C(=CO2)COC2=C(C=CC(=C2)C#N)CC(=O)O)C1